N1(C=NC=C1)C=1C=C(C=CC1C)NC(=O)C1=CC=CC=2C3=CC=CC=C3CC12 N-[3-(1H-imidazol-1-yl)-4-methylphenyl]-9H-fluorene-1-carboxamide